C(C1=CC=CC=C1)OC1=C2C(=CN(C2=CC=C1)CC1=NC=CC=C1)/C=C(/C(=O)[O-])\C#N (E)-3-(4-benzyloxy-1-(pyridin-2-ylmethyl)-1H-indol-3-yl)-2-cyanoacrylate